(R)-1-(6-(4-(3-amino-5-chloro-6-methyl-1H-indazol-4-yl)-3-(2-(2-methoxyethyl)-2H-indazol-5-yl)-5-methyl-1H-pyrazol-1-yl)-2-azaspiro[3.3]hept-2-yl)prop-2-en-1-one NC1=NNC2=CC(=C(C(=C12)C=1C(=NN(C1C)C1CC2(CN(C2)C(C=C)=O)C1)C1=CC2=CN(N=C2C=C1)CCOC)Cl)C